FC(C(=O)[O-])(F)F.COC=1C=C(\C=C\2/CC(C\C(\C2=O)=C/C2=CC(=C(C=C2)OC)OC)NC(C[NH+](CC)CC)=O)C=CC1OC 2-((3,5-Bis((E)-3,4-dimethoxybenzylidene)-4-oxocyclohexyl)amino)-N,N-diethyl-2-oxoethan-1-aminium trifluoroacetate